3,5-bis((1-benzyl-1H-1,2,3-triazol-4-yl)methylene)-1-(ethylsulfonyl)piperidin-4-one C(C1=CC=CC=C1)N1N=NC(=C1)C=C1CN(CC(C1=O)=CC=1N=NN(C1)CC1=CC=CC=C1)S(=O)(=O)CC